3-[bis(t-Butoxycarbonyl)amino]-6-[but-3-enyl-(methyl)amino]-5-(trifluoromethyl)pyridine-2-carboxylic acid methyl ester COC(=O)C1=NC(=C(C=C1N(C(=O)OC(C)(C)C)C(=O)OC(C)(C)C)C(F)(F)F)N(C)CCC=C